C1(CCCC1)CC(COC)(COC)CC1CCCC1 2,2-di-(cyclopentylmethyl)-1,3-dimethoxypropane